N-(3-bromo-5-(methylsulfonylamino)phenyl)-1-(5-morpholinylpyridin-2-yl)-1H-pyrazole-4-carboxamide BrC=1C=C(C=C(C1)NS(=O)(=O)C)NC(=O)C=1C=NN(C1)C1=NC=C(C=C1)N1CCOCC1